(1R,3S,5R)-2-(2-(4-amino-6-(p-tolyl)-9H-pyrimido[4,5-b]indol-9-yl)acetyl)-N-(6-bromopyridin-2-yl)-2-azabicyclo[3.1.0]hexane-3-carboxamide NC1=NC=NC=2N(C3=CC=C(C=C3C21)C2=CC=C(C=C2)C)CC(=O)N2[C@@H]1C[C@@H]1C[C@H]2C(=O)NC2=NC(=CC=C2)Br